benzyl (S)-(1-sulfamoylpropan-2-yl)carbamate S(N)(=O)(=O)C[C@H](C)NC(OCC1=CC=CC=C1)=O